4-methoxy-6-[6-(3-{[(2S)-1-(1H-tetrazol-1-yl)propan-2-yl]oxy}phenyl)imidazo[1,2-b]pyridazin-3-yl]pyrimidine-5-carbonitrile COC1=NC=NC(=C1C#N)C1=CN=C2N1N=C(C=C2)C2=CC(=CC=C2)O[C@H](CN2N=NN=C2)C